(2R)-2-(tert-Butoxycarbonylamino)-3-(5-chloro-4-methoxycarbonyl-2-nitro-phenyl)thio-propionic acid C(C)(C)(C)OC(=O)N[C@H](C(=O)O)CSC1=C(C=C(C(=C1)Cl)C(=O)OC)[N+](=O)[O-]